isopropyl palmitate Acetyl-Triethyl-citrate (Acetyl-triethyl-citrate) C(C)(=O)C(C(C(C(=O)O)(CC)CC)(O)C(=O)O)(C(=O)O)CC.C(C)(=O)C(C(C(C(=O)O)(CC)CC)(O)C(=O)O)(C(=O)O)CC.C(CCCCCCCCCCCCCCC)(=O)OC(C)C